1-((3s,5s,7s)-adamantan-1-yl)-3-(2,6-dimethylphenyl)-7-((4-(4-methylpiperazin-1-yl)phenyl)amino)-3,4-dihydropyrimido[4,5-d]pyrimidin-2(1H)-one C12(CC3CC(CC(C1)C3)C2)N2C(N(CC=3C2=NC(=NC3)NC3=CC=C(C=C3)N3CCN(CC3)C)C3=C(C=CC=C3C)C)=O